8-({4-[1-cyclopropyl-4-(trifluoromethyl)imidazol-2-yl]-3-methoxyphenyl}methyl)-2-(4-cyclopropyl-6-methoxypyrimidin-5-yl)pyrido[2,3-d]pyrimidin-7-one C1(CC1)N1C(=NC(=C1)C(F)(F)F)C1=C(C=C(C=C1)CN1C(C=CC2=C1N=C(N=C2)C=2C(=NC=NC2OC)C2CC2)=O)OC